O[C@@H]([C@@H](C(=O)OC)NC(\C=C\C=C\CCCCCC(C)C)=O)C1=CC=CC=C1 methyl (2S,3R)-3-hydroxy-2-((2E,4E)-11-methyldodeca-2,4-dienamido)-3-phenylpropanoate